FC1=CC=C(CC2(CCN(CC2)C(C2=C(N=CC=C2)C2=CN=NC=C2)=O)C#N)C=C1 4-(4-fluorobenzyl)-1-(2-(pyridazin-4-yl)nicotinoyl)piperidine-4-carbonitrile